BrC1=CC=C2C(NN=C(C2=C1)C(N1C(C2=CC=CC=C2C1=O)=O)([2H])[2H])=O 2-((7-bromo-4-oxo-3,4-dihydrophthalazin-1-yl)methyl-d2)isoindoline-1,3-dione